cis-5-(2-(3,4-difluoro-5-(3-(2-methoxyethoxy)azetidin-1-yl)phenyl)cyclopropyl)-2,2'-bipyrimidine FC=1C=C(C=C(C1F)N1CC(C1)OCCOC)[C@@H]1[C@@H](C1)C=1C=NC(=NC1)C1=NC=CC=N1